ClC=1C=C(C=CC1)C1=CN=C(O1)CSC1=NC(=NC(=N1)C(F)(F)F)N 4-([5-(3-CHLOROPHENYL)-1,3-OXAZOL-2-YL]METHYLSULFANYL)-6-(TRIFLUOROMETHYL)-1,3,5-TRIAZIN-2-AMINE